C(CC#C)OC(=O)C1CNCCC1 but-3-yn-1-ylpiperidine-3-carboxylate